di(4-hydroxybutyl) phenyl phosphate P(=O)(OCCCCO)(OCCCCO)OC1=CC=CC=C1